CN1C=C(C2=CC=CC=C12)C1=NC(=NC=C1C)Cl 1-methyl-3-(5-methyl-2-chloro-4-pyrimidinyl)indole